BrC1=CC(=C2N(C1=O)C1(NC2=O)CCC2(CC1)C(C2)NC(OC(C)(C)C)=O)C TERT-BUTYL (6''-bromo-8''-methyl-1'',5''-dioxo-1'',5''-dihydro-2''H-dispiro[cyclopropane-1,1'-cyclohexane-4',3''-imidazo[1,5-a]pyridin]-2-yl)carbamate